3-(6-methoxypyridin-3-yl)-1-oxo-2-(2,2,2-trifluoroethyl)-1,2,3,4-tetrahydroisoquinoline-4-carboxylic acid COC1=CC=C(C=N1)C1N(C(C2=CC=CC=C2C1C(=O)O)=O)CC(F)(F)F